4-(((1s)-1-(4-chloro-1-oxo-2-phenyl-8-(1-(pyridin-4-yl)ethoxy)-1,2-dihydroisoquinolin-3-yl)ethyl)amino)pyrido[2,3-d]pyrimidin-5(8H)-one ClC1=C(N(C(C2=C(C=CC=C12)OC(C)C1=CC=NC=C1)=O)C1=CC=CC=C1)[C@H](C)NC=1C2=C(N=CN1)NC=CC2=O